1-[4-chloro-2-(difluoromethoxy)phenyl]-N-[(3R)-1-methylpiperidin-3-yl]pyrido[3,4-d]pyridazin-4-amine ClC1=CC(=C(C=C1)C1=C2C(=C(N=N1)N[C@H]1CN(CCC1)C)C=NC=C2)OC(F)F